7-methyl-guanosine-5'-diphosphate P(O)(=O)(OP(=O)(O)O)OC[C@@H]1[C@H]([C@H]([C@@H](O1)N1C=[N+](C=2C(=O)NC(N)=NC12)C)O)O